BrC1=C(C=CC=C1)CCC1=CC=CC=C1 1-bromo-2-phenethylbenzene